C(C)C1=CC=C(C=C1)C1CC(CC(C1)=O)=O 5-(4-ethylphenyl)-1,3-cyclohexanedione